(1-Benzylpiperidin-3-yl)-2-phenylpyrazolo[1,5-a]pyrimidine C(C1=CC=CC=C1)N1CC(CCC1)C=1C(=NN2C1N=CC=C2)C2=CC=CC=C2